Monohydrogen-Orthophosphate P(=O)(O)([O-])[O-]